[N+](=O)([O-])C=1C=C(C=CC1)NC1=CC=CC=C1 N-(3-nitrophenyl)aniline